5-(5-((4,6-difluoro-1H-indol-5-yl)oxy)-2-fluorophenyl)-4H-1,2,4-triazole FC1=C2C=CNC2=CC(=C1OC=1C=CC(=C(C1)C=1NC=NN1)F)F